(3S)-N-[(1S)-1-cyano-2-[(3R)-5,5-dimethyl-2-oxo-pyrrolidin-3-yl]ethyl]-2-[(2S)-3,3-dimethyl-2-[(2,2,2-trifluoroacetyl)amino]butanoyl]-2-azaspiro[4.5]decane-3-carboxamide C(#N)[C@H](C[C@H]1C(NC(C1)(C)C)=O)NC(=O)[C@H]1N(CC2(C1)CCCCC2)C([C@H](C(C)(C)C)NC(C(F)(F)F)=O)=O